[Re+3]=O rhenium (V) oxide